((S)-5H-imidazo[5,1-a]isoindol-5-yl)cyclopentan-1-ol C=1N=CN2C1C1=CC=CC=C1[C@H]2C2(CCCC2)O